(S)-4-ethyl-7,8-difluoro-4-hydroxy-10,11-dimethyl-1,12-dihydro-14H-pyrano[3',4':6,7]indolizino[2,1-b]quinoline-3,6,14(4H,11H)-trione C(C)[C@]1(C(OCC=2C(N3CC=4N(C5=C(C=C(C(=C5C(C4C3=CC21)=O)F)F)C)C)=O)=O)O